ClC=1C(=C(C#N)C(=CC1CCl)F)OC 3-Chloro-4-(chloromethyl)-6-fluoro-2-methoxybenzonitrile